N-((R)-sec-butyl)-8-chloro-7-(1-(1-ethoxyethyl)-1H-pyrazol-4-yl)-[1,2,4]triazolo[1,5-c]pyrimidin-2-amine [C@@H](C)(CC)NC1=NN2C=NC(=C(C2=N1)Cl)C=1C=NN(C1)C(C)OCC